N-{2-[(3aR,6aS)-hexahydro-1H-furo[3,4-c]pyrrol-5-yl]pyrimidin-4-yl}-8-[3-(methanesulfonyl-methyl)azetidin-1-yl]-5-(propan-2-yl)isoquinolin-3-amine C1OC[C@@H]2[C@H]1CN(C2)C2=NC=CC(=N2)NC=2N=CC1=C(C=CC(=C1C2)C(C)C)N2CC(C2)CS(=O)(=O)C